6-fluoro-7-(3-(piperidin-1-yl)propoxy)-2-(pyrrolidin-1-yl)-N-(tetrahydro-2H-pyran-3-yl)quinazolin-4-amine FC=1C=C2C(=NC(=NC2=CC1OCCCN1CCCCC1)N1CCCC1)NC1COCCC1